FC(C1=CC=C(CN2CC=CC=C2)C=C1)(F)F 1-(4-(trifluoromethyl)benzyl)pyridine